azobis(2-methylamidinopropane) dihydrochloride Cl.Cl.N(=NCC(C)C(NC)=N)CC(C)C(NC)=N